FC=1C=C(C=CC1)[C@H](CNCCC1CCC(CC1)OC)O (R)-1-(3-Fluorophenyl)-2-((2-((1s,4S)-4-methoxycyclohexyl)ethyl)amino)-ethan-1-ol